3-methyl-butyric acid tert-butyl ester C(C)(C)(C)OC(CC(C)C)=O